4-aminophenyl-sodium phosphate salt P(=O)(O)(O)O.NC1=CC=C(C=C1)[Na]